methyl 2'-chloro-6-cyano-5'-methoxy-[4,4'-bipyridine]-3-carboxylate ClC1=NC=C(C(=C1)C1=C(C=NC(=C1)C#N)C(=O)OC)OC